CC1=C(C(=O)NC2(CC2)C2=C3C=CC=NC3=CC(=C2)C2=CN=C(S2)C)C=C(C=C1)OC[C@H]1N(CC1)C (S)-2-Methyl-5-((1-methylazetidin-2-yl)methoxy)-N-(1-(7-(2-methylthiazol-5-yl)quinolin-5-yl)cyclopropyl)benzamide